C1(CC1)C1=NN(C=N1)C1CC2(CN(C2)C(=O)N2CC3(C2)CCN(CC3)CC3=NOC(=C3)C(F)(F)F)C1 [6-(3-cyclopropyl-1,2,4-triazol-1-yl)-2-azaspiro[3.3]heptan-2-yl]-[7-[[5-(trifluoromethyl)isoxazol-3-yl]methyl]-2,7-diazaspiro[3.5]nonan-2-yl]methanone